(5S)-N-((R)-(3-chlorophenyl)((trans)-2-phenylcyclopropyl)methyl)-2-oxooxazolidine-5-carboxamide ClC=1C=C(C=CC1)[C@H](NC(=O)[C@@H]1CNC(O1)=O)[C@H]1[C@@H](C1)C1=CC=CC=C1